C(C)OC(=O)C=1C(N(C(N(C1)C1=CC=C(C=C1)F)=O)C1=CC=C(C=C1)F)=O 1,3-di(4-fluorophenyl)-2,4-dioxo-1,2,3,4-tetrahydropyrimidine-5-carboxylic acid ethyl ester